4-((3S,5R)-4-acryloyl-3,5-dimethylpiperazin-1-yl)-1-(6-amino-2-isopropyl-4-methylpyridin-3-yl)-6-fluoro-7-(2-fluoro-6-hydroxyphenyl)pyrido[2,3-d]pyrimidin C(C=C)(=O)N1[C@H](CN(C[C@H]1C)C=1C2=C(N(CN1)C=1C(=NC(=CC1C)N)C(C)C)N=C(C(=C2)F)C2=C(C=CC=C2O)F)C